N-tetrahydropyran-4-ylpyridin O1CCC(CC1)N1CC=CC=C1